O1CCN(CC1)CC(=O)[O-] morpholinoethanate